tert-butyl (1R,5S,7s)-7-((6-methyl-4-(2-((1-methyl-6-oxo-1,6-dihydropyridazin-3-yl)amino)pyrazolo[1,5-a]pyridin-5-yl)pyridin-3-yl)oxy)-3-oxa-9-azabicyclo[3.3.1]nonane-9-carboxylate CC1=CC(=C(C=N1)OC1C[C@H]2COC[C@@H](C1)N2C(=O)OC(C)(C)C)C2=CC=1N(C=C2)N=C(C1)NC1=NN(C(C=C1)=O)C